5-[cyclopropyl-(3-fluoro-4-nitro-pyrazol-1-yl)methyl]-1-(3,3-difluorocyclobutyl)tetrazole C1(CC1)C(C1=NN=NN1C1CC(C1)(F)F)N1N=C(C(=C1)[N+](=O)[O-])F